CP(C1=C2N=CC=NC2=CC=C1NC=1C2=C(N=C(N1)NC1=CC(=C(C=C1)N1CCOCC1)C=1C=NN(C1)C)NC=C2)(C)=O dimethyl-(6-((2-((3-(1-methyl-1H-pyrazol-4-yl)-4-morpholino-phenyl)amino)-7H-pyrrolo[2,3-d]pyrimidin-4-yl)amino)quinoxalin-5-yl)phosphine oxide